C(\C=C\C(=O)OCCN(S(=O)(=O)C)C)(=O)OC Methyl (2-(N-methylmethylsulfonamido)ethyl) fumarate